N1C(=NC2=C1C=CC=C2)C=2C=C(C(=O)N1CCC3(CCN(CC3)C(=O)C3=CC(=CC=C3)C=3N=C4N(C=CC=C4)C3)CC1)C=CC2 (9-(3-(1h-benzo[d]imidazol-2-yl)benzoyl)-3,9-diazaspiro[5.5]undecan-3-yl)(3-(imidazo[1,2-a]pyridin-2-yl)phenyl)methanone